N-Ethyl-5-fluoro-N-isopropyl-2-((4-(7-((1-(piperazin-1-ylsulfonyl)piperidin-4-yl)methyl)-2,7-diazaspiro[3.5]nonan-2-yl)pyrimidin-5-yl)oxy)benzamide hydrochloride Cl.C(C)N(C(C1=C(C=CC(=C1)F)OC=1C(=NC=NC1)N1CC2(C1)CCN(CC2)CC2CCN(CC2)S(=O)(=O)N2CCNCC2)=O)C(C)C